2-(3-(2-ethyl-1,3-dioxolan-2-yl)-4-nitrophenoxy)ethan-1-ol C(C)C1(OCCO1)C=1C=C(OCCO)C=CC1[N+](=O)[O-]